2,2-Bis-(4-hydroxyphenyl)propan OC1=CC=C(C=C1)C(C)(C)C1=CC=C(C=C1)O